1,3,4-thiadiazole sulfide S1(C=NN=C1)=S